nitro-calcium magnesium silicate [Si]([O-])([O-])([O-])O.[Mg+2].[N+](=O)([O-])[Ca+]